ClC=1C(=CC(=NC1)OC)C1=CC(=NN1)C(=O)N1CCC(CC1)C(=O)NCC(C)(CCC)OC 1-[5-(5-chloro-2-methoxypyridin-4-yl)-1H-pyrazole-3-carbonyl]-N-[(2-methyloxypentan-2-yl)methyl]piperidine-4-carboxamide